(R)-2-p-methoxyphenyl-1,5-pentanediol COC1=CC=C(C=C1)[C@H](CO)CCCO